1-(((S)-4-ethyl-8-fluoro-4-hydroxy-9-methoxy-3,14-dioxo-3,4,12,14-tetrahydro-1H-pyrano[3',4':6,7]indolizino[1,2-b]quinolin-11-yl)methyl)-N,N-dimethylpiperidin-4-aminium C(C)[C@]1(C(OCC=2C(N3CC=4C(=NC=5C=C(C(=CC5C4CN4CCC(CC4)[NH+](C)C)OC)F)C3=CC21)=O)=O)O